N[C@H](CCN1CCC(CC1)O)C=1C=CC(=NC1)N1C(NC(C1)=O)=O (R)-1-(5-(1-amino-3-(4-hydroxypiperidin-1-yl)propyl)pyridin-2-yl)imidazolidine-2,4-dione